ClC1=C(C=CC=C1NC=1C=NC(=CC1)N(C)C)[C@@]1(CC(N(C(N1)=N)C1CCOCC1)=O)C (6S)-6-(2-Chloro-3-{[6-(dimethylamino)pyridin-3-yl]-amino}phenyl)-2-imino-6-methyl-3-(tetrahydropyran-4-yl)hexahydropyrimidin-4-one